COC=1C=C(C(=NC1C1=CC=CC=2N(C=NC21)C)C(=O)N)NC2=CC=C1C(=N2)CN(C12CCOCC2)C 5-methoxy-6-(1-methyl-1H-benzo[d]imidazol-4-yl)-3-((6'-methyl-2,3,5,6,6',7'-hexahydrospiro[pyran-4,5'-pyrrolo[3,4-b]pyridin]-2'-yl)amino)picolinamide